4-((2-(phenylmethylsulfinyl)-1H-benzo[d]imidazol-1-yl)methyl)-N-(3-methoxypropyl)benzamide C1(=CC=CC=C1)CS(=O)C1=NC2=C(N1CC1=CC=C(C(=O)NCCCOC)C=C1)C=CC=C2